2-methyl-2-azabicyclo[2.2.2]Octane-5-amine CN1C2CC(C(C1)CC2)N